(6-piperazin-1-yl-2-pyridyl)pyrazolo[1,5-a]pyridine N1(CCNCC1)C1=CC=CC(=N1)C1=NN2C(C=CC=C2)=C1